CC1(OB(OC1(C)C)C1=C[C@H]2CC[C@@H](C1)N2C(=O)OC(C)(C)C)C tert-butyl (1R,5S)-3-(4,4,5,5-tetramethyl-1,3,2-dioxaborolan-2-yl)-8-azabicyclo[3.2.1]oct-2-ene-8-carboxylate